Cl.O=C1NC(CCC1NC1=CC(=C(C=C1)C1CCN(CC1)CC(=O)O)F)=O 2-(4-(4-((2,6-dioxopiperidin-3-yl)amino)-2-fluorophenyl)piperidin-1-yl)acetic acid hydrochloride